3-(6-aminopyridin-3-yl)-1-cyclopropyl-N-(2,4-dimethoxybenzyl)-1H-pyrazolo[4,3-C]pyridin-4-amine NC1=CC=C(C=N1)C1=NN(C2=C1C(=NC=C2)NCC2=C(C=C(C=C2)OC)OC)C2CC2